FC(CN1C(=NC2=C1C=C(C=C2)C=2C=CN1N=C(N=C(C12)OC)NC1CCN(CC1)C(C)=O)C)F 1-(4-((5-(1-(2,2-Difluoroethyl)-2-methyl-1H-benzo[d]imidazol-6-yl)-4-methoxypyrrolo[2,1-f][1,2,4]triazin-2-yl)amino)piperidin-1-yl)ethan-1-one